COC1=C(C(=CC(=C1)C)C)C1=CC=C2C=CC(=NC2=N1)C1CN(CC1)C(=O)OC(C)(C)C tert-butyl 3-[7-(2-methoxy-4,6-dimethyl-phenyl)-1,8-naphthyridin-2-yl]pyrrolidine-1-carboxylate